3-bromo-5-fluoro-1-(4-fluorophenyl)-2-isopropyl-4-(methoxymethoxy)pyrrolo[2,3-c]pyridine BrC1=C(N(C2=CN=C(C(=C21)OCOC)F)C2=CC=C(C=C2)F)C(C)C